C(C(C)=C)OCC(C(=O)OC(C)(C)CC)=C t-amyl α-methallyloxymethylacrylate